[Cl-].C(C(=C)C)(=O)OCC[N+](C)(C)CCCCCCCCCCCCCC methacryloyloxyethyl-tetradecyl-dimethyl-ammonium chloride